C1(CC1)C1=NC(=CC(=C1)C1=NC=C(C=C1C1=NN=CN1C)C#N)N1C(C2=C3C(C=CC=C13)=CC(=C2)CN2C[C@H](CCC2)C)=O (S)-2'-cyclopropyl-3-(4-methyl-4H-1,2,4-triazol-3-yl)-6'-(4-((3-methylpiperidin-1-yl)methyl)-2-oxobenzo[cd]indol-1(2H)-yl)-[2,4'-bipyridine]-5-carbonitrile